1-(1-(3-amino-4-fluorophenyl)-3-cyclopropylpropyl)pyridin-2(1H)-one NC=1C=C(C=CC1F)C(CCC1CC1)N1C(C=CC=C1)=O